C(#N)C1=CC2=C(N=C(N2)C(C(F)(F)F)(F)F)C=C1C#N.[Li] lithium 5,6-dicyano-2-pentafluoroethylbenzimidazole salt